C(C1=CC=CC=C1)OC(=O)C=1N(C=CC1CC1=CC=CC=C1)C[C@H](CC#N)O benzyl-(S)-1-(3-cyano-2-hydroxypropyl)-1H-pyrrole-2-carboxylic acid benzyl ester